C(OCC=1C(O)=CC=CC1)(OCC=1C(O)=CC=CC1)=O bis-salicyl carbonate